1-benzothiazol-7-yl-4-(methylamino)-7-(trifluoromethyl)pyrido[2,3-d]pyrimidin-2(1H)-one S1C=NC2=C1C(=CC=C2)N2C(N=C(C1=C2N=C(C=C1)C(F)(F)F)NC)=O